dibutyl(oxo)-λ4-stannane C(CCC)[Sn](=O)CCCC